2-bromo-6-(bromomethyl)benzoic acid methyl ester COC(C1=C(C=CC=C1CBr)Br)=O